C1(CC1)N1C[C@@H](CCC1)NC1=C2C(=NC3=CC(=C(N=C13)OC)OC)CCC2 (3R)-1-cyclopropyl-N-{2,3-dimethoxy-6H,7H,8H-cyclopenta[b]1,5-naphthyridin-9-yl}piperidin-3-amine